2-(3-fluoro-pyridin-2-yl)-5-(4-methyl-piperazin-1-yl)-4,5,6,7-tetrahydro-2H-indazol-3-ol FC=1C(=NC=CC1)N1N=C2CCC(CC2=C1O)N1CCN(CC1)C